N-{2-[(4-fluoro-2-oxospiro[indoline-3,4'-tetrahydropyran]-6-yl)amino]-1-(4-methyl-cyclohexylidene)-2-oxoethyl}-2-methylpyrazole-3-carboxamide FC1=C2C(=CC(=C1)NC(C(=C1CCC(CC1)C)NC(=O)C=1N(N=CC1)C)=O)NC(C21CCOCC1)=O